BrC=1C=CC2=C(C(=C(O2)CCC)COC2=C(C=CC(=C2)C)CC(=O)OCC)C1 ethyl 2-(2-((5-bromo-2-propylbenzofuran-3-yl)methoxy)-4-methylphenyl)acetate